2-methoxy-5-(2-(5-methyl-2-(4-(Thiazol-5-yl)phenyl)piperidin-1-yl)-2-oxoacetamido)Nicotinamide COC1=C(C(=O)N)C=C(C=N1)NC(C(=O)N1C(CCC(C1)C)C1=CC=C(C=C1)C1=CN=CS1)=O